butyl N-[(1S)-2-[(E)-dimethylaminomethyleneamino]-1-methyl-2-oxo-ethyl]carbamate CN(C)\C=N\C([C@H](C)NC(OCCCC)=O)=O